C(=O)(O)CN(C1(CN(CCN(C1)CC(=O)O)CC(=O)O)C)CC(=O)O 6-[Bis(carboxymethyl)amino]-1,4-bis(carboxymethyl)-6-methyl-1,4-diazepane